21-chloro-9β,11β-epoxy-16α-methyl-3,20-dioxopregna-1,4-dien-17-ylfuran-2-carboxylate ClCC([C@]1([C@@H](C[C@H]2[C@@H]3CCC4=CC(C=C[C@]4(C)[C@]34[C@H](C[C@]12C)O4)=O)C)OC(=O)C=4OC=CC4)=O